decynedioic acid C(C#CCCCCCCC(=O)O)(=O)O